1-(3-bromo-4-((4-methylpiperazin-1-yl)methyl)phenyl)-3-(5-(isoquinolin-7-yl)-1-methyl-1H-pyrazol-3-yl)urea BrC=1C=C(C=CC1CN1CCN(CC1)C)NC(=O)NC1=NN(C(=C1)C1=CC=C2C=CN=CC2=C1)C